methyl 2-(aminomethyl)-4-methylbenzofuran-7-carboxylate NCC=1OC2=C(C1)C(=CC=C2C(=O)OC)C